3-(4-bromo-2-fluorophenyl)morpholine-4-carboxylic acid tert-butyl ester C(C)(C)(C)OC(=O)N1C(COCC1)C1=C(C=C(C=C1)Br)F